CC1(CC(C=C2CCCCC12)=O)C 4,4-dimethyl-4,4a,5,6,7,8-hexahydronaphthalen-2(3H)-one